CN(C(C)(C)C1=CC=C(C=C1)[S@](=O)(N)=NC(NC1=C2CCCC2=CC=2CCCC12)=O)C (S)-4-(2-(dimethylamino)propan-2-yl)-N'-((1,2,3,5,6,7-hexahydro-s-indacen-4-yl)carbamoyl)benzenesulfonimidamide